tert-butyl ((1R,3R)-adamantan-1-yl)(4-((1S,3S)-3-butyl-6-methoxy-1,2,3,4-tetrahydroisoquinolin-1-yl)benzyl)carbamate C12(CC3CC(CC(C1)C3)C2)N(C(OC(C)(C)C)=O)CC2=CC=C(C=C2)[C@@H]2N[C@H](CC3=CC(=CC=C23)OC)CCCC